ClC1=CC(=C(C=N1)C(=O)OC)C1=CC(=NC=C1OC)C(F)(F)F Methyl 6-chloro-4-[5-methoxy-2-(trifluoromethyl)-4-pyridyl]pyridine-3-carboxylate